(4R,5R)-2,2-dimethyl-5-((R)-1-phenylethylamino)-tetrahydro-2H-pyran-4-ol CC1(OC[C@H]([C@@H](C1)O)N[C@H](C)C1=CC=CC=C1)C